18-(2-carboxyethyl)-20-(carboxymethyl)-12-ethenyl-7-ethyl-3,8,13,17-tetramethyl-17,18,22,23-tetrahydroporphyrin-2-carboxylic acid CCC1=C(C2=CC3=C(C(=C(N3)C=C4C(C(C(=N4)C(=C5C(=C(C(=N5)C=C1N2)C)C(=O)O)CC(=O)O)CCC(=O)O)C)C)C=C)C